3-(4-((6-(methylamino)hexyl)thio)-1-oxoisoindolin-2-yl)piperidine-2,6-dione CNCCCCCCSC1=C2CN(C(C2=CC=C1)=O)C1C(NC(CC1)=O)=O